[Ni]=S nickel-sulfide